CN(CC(=O)N1C[C@@H](CC1)NC1=C(C=C(C=C1)S(=O)(=O)NC(C1=C(C=CC=C1)OC=1C=C2C(=NC1)NC=C2)=O)[N+](=O)[O-])C N-[(4-{[(3R)-1-(N,N-dimethylglycyl)pyrrolidin-3-yl]amino}-3-nitrophenyl)sulfonyl]-2-(1H-pyrrolo[2,3-b]pyridin-5-yloxy)benzamide